4-bromo-2-methylbenzoyl chloride BrC1=CC(=C(C(=O)Cl)C=C1)C